but-2-enoylchloride C(C=CC)(=O)Cl